O[C@@H]1[C@H](CCC1)OCC1=NC=CC=N1 2-((((1S,2S)-2-hydroxycyclopentyl)oxy)methyl)pyrimidin